6-(((2S,3S,4S)-3-Ethyl-4-fluoro-5-oxopyrrolidin-2-yl)methoxy)-4-iodopyrido[3,4-g]isoquinolin-1(2H)-one C(C)[C@H]1[C@H](NC([C@H]1F)=O)COC1=NC=CC=2C=C3C(=CC12)C(=CNC3=O)I